C1(CC1)C=1C=CC(=NC1OC)C1=CC=C(CC2(N(C(CN(C2)[C@H](CCOC)C2=NC=CC(=C2F)C)C)C(C(C)C)=O)C(=O)N)C=C1 (4-(5-cyclopropyl-6-methoxypyridin-2-yl)benzyl)-4-((R)-1-(3-fluoro-4-methylpyridin-2-yl)-3-methoxypropyl)-1-isobutyryl-6-methylpiperazine-2-carboxamide